ClC=1C(=C(CNC([C@H](CC2CC2)NC(CN2N=C(C3=CC=CC=C23)C(=O)N)=O)=O)C=CC1)F (S)-1-(2-((1-((3-chloro-2-fluorobenzyl)amino)-3-cyclopropyl-1-oxoprop-2-yl)amino)-2-oxoethyl)-1H-indazole-3-carboxamide